O1COC2=C1C=CC(=C2)NS(=O)(=O)C2=CC(=CC=C2)C(CC#N)N2N=CC(=C2)C=2C1=C(N=CN2)NC=C1 N-1,3-benzodioxol-5-yl-3-{2-cyano-1-[4-(7H-pyrrolo[2,3-d]-pyrimidin-4-yl)-1H-pyrazol-1-yl]ethyl}benzenesulfonamide